(1r,4r)-4-(2-iodo-6-methylphenyl)cyclohexan-1-ol IC1=C(C(=CC=C1)C)C1CCC(CC1)O